N-(6-Aminohexyl)-3-aminopropyl-trimethoxysilan NCCCCCCNCCC[Si](OC)(OC)OC